N-(2,6-dichlorobenzoyl)-N'-(methyl)-N'-(3,4-dichlorophenyl)urea ClC1=C(C(=O)NC(=O)N(C2=CC(=C(C=C2)Cl)Cl)C)C(=CC=C1)Cl